heptaneOne CC(CCCCC)=O